O=C1NC(CCC1N1C(C2=CC=C(C=C2C1)NC(=O)N1C(C(C2=CC=CC=C12)C)C)=O)=O N-(2-(2,6-dioxopiperidin-3-yl)-1-oxoisoindolin-5-yl)-2,3-dimethylindoline-1-carboxamide